1-(7-chloro-8-fluoro-2-((hexahydro-1H-pyrrolizin-7a-yl)methoxy)pyrido[4,3-d]Pyrimidin-4-yl)-3-methylpiperidin-3-ol ClC1=C(C=2N=C(N=C(C2C=N1)N1CC(CCC1)(O)C)OCC12CCCN2CCC1)F